C(C)(=O)OCCC=1C=NC(=CC1)C(=O)OC(C)(C)C (6-tert-butoxycarbonyl-pyridine-3-yl)-ethyl acetate